CNC1C(CCCC1)NC (+)-N,N'-Dimethyl-cyclohexane-1,2-diamine